CC1=NC(=CC2=C1CN(C2=O)C=2C=NC(=CC2)N[C@@H]2C[C@H](CC2)NC2=NN1C(C=C(C=C1)C(F)(F)F)=N2)C 4,6-Dimethyl-2-(6-(((1S,3S)-3-((7-(trifluoromethyl)-[1,2,4]triazolo[1,5-a]pyridin-2-yl)amino)cyclopentyl)amino)pyridin-3-yl)-2,3-dihydro-1H-pyrrolo[3,4-c]pyridin-1-one